O=C1NC(CCC1N1C(C2=CC=CC(=C2C1=O)OCC#C)=O)=O 2-(2,6-dioxopiperidin-3-yl)-4-(prop-2-yn-1-yloxy)-2,3-dihydro-1H-isoindole-1,3-dione